O=C1N(C(C(N1)CCCC(F)(F)F)=O)C1CC2(CC(C2)OC2=NC=CC=C2C(=O)N)C1 2-{[(αR)-6-[2,5-dioxo-4-(4,4,4-trifluorobutyl)-imidazolidin-1-yl]-spiro[3.3]heptan-2-yl]oxy}pyridine-3-carboxamide